4-[3-[2,6-Dichloro-4-[6-(2,2,2-trifluoroethyl)-2,6-diazaspiro[3.3]heptan-2-yl]benzoyl]-2,4-dihydro-1,3-benzoxazin-8-yl]-5-fluoro-2-(3-oxa-8-azabicyclo[3.2.1]octan-8-yl)benzoic acid ClC1=C(C(=O)N2COC3=C(C2)C=CC=C3C3=CC(=C(C(=O)O)C=C3F)N3C2COCC3CC2)C(=CC(=C1)N1CC2(C1)CN(C2)CC(F)(F)F)Cl